BrC(C1=CC=CC=C1)Br dibromotoluene